N-(5-(4-cyanophenyl)thiazolo[5,4-b]pyridin-2-yl)-4-(2-methoxy-5-(methoxymethyl)phenyl)-6-methylnicotinamide C(#N)C1=CC=C(C=C1)C1=CC=C2C(=N1)SC(=N2)NC(C2=CN=C(C=C2C2=C(C=CC(=C2)COC)OC)C)=O